(S)-tert-butyl 2-(7-chloro-2-(2-(4-fluorophenyl)acetyl)-1,2,3,4-tetrahydroisoquinoline-5-yl)pyrrolidine-1-carboxylate ClC1=CC(=C2CCN(CC2=C1)C(CC1=CC=C(C=C1)F)=O)[C@H]1N(CCC1)C(=O)OC(C)(C)C